8-bromocarbazole BrC=1C=CC=C2C=3C=CC=CC3NC12